(S)-8-((3,5-difluorophenyl)sulfonyl)-3-(2-oxa-6-azaspiro[3.3]heptan-6-yl)-1-oxa-8-azaspiro[4.5]decane FC=1C=C(C=C(C1)F)S(=O)(=O)N1CCC2(C[C@@H](CO2)N2CC3(COC3)C2)CC1